isopropyl-1,4,8-trimethyl-dihydroazulene C(C)(C)C1(CC=C2C(=CC=CC(=C12)C)C)C